N1CCC(CC1)N1C=C(C=C1)C(=O)N 1-(piperidin-4-yl)-1H-pyrrole-3-carboxamide